3-(6-aminopyridin-3-yl)-N-((5-(2-(4,4-difluoropiperidine-1-carbonyl)cyclopropyl)-7-(trifluoromethyl)benzofuran-2-yl)methyl)acrylamide NC1=CC=C(C=N1)C=CC(=O)NCC=1OC2=C(C1)C=C(C=C2C(F)(F)F)C2C(C2)C(=O)N2CCC(CC2)(F)F